ClC1=NC=C(C(=N1)NC([2H])([2H])[2H])OC 2-chloro-5-methoxy-N-(methyl-d3)pyrimidin-4-amine